diphenyl-(2,4,6-trimethylbenzoyl)oxy-phosphine C1(=CC=CC=C1)P(OC(C1=C(C=C(C=C1C)C)C)=O)C1=CC=CC=C1